C(C)(C)(C)C=1C=C(C=C(C1O)CC1=C(C(=CC(=C1)C(C)(C)C)C(C)(C)C)O)C=1C=C(C=CC1)CCC(=O)O 3-(3-(tert-butyl)-5-(3,5-di-tert-butyl-2-hydroxybenzyl)-4-hydroxyphenyl)benzenepropanoic acid